2-[7-[5-[(1R)-1-(3,5-dichloro-4-pyridyl)ethoxy]-1H-indazol-3-yl]-2,3-dihydropyrido[2,3-b][1,4]oxazin-1-yl]-N,N-dimethyl-ethanamine ClC=1C=NC=C(C1[C@@H](C)OC=1C=C2C(=NNC2=CC1)C1=CC2=C(OCCN2CCN(C)C)N=C1)Cl